(S)-1-((5-chloro-6-(((S)-4-(2,3-dihydrobenzo[b][1,4]dioxin-6-yl)-2,3-dihydro-1H-inden-1-yl)oxy)-2-methoxypyridin-3-yl)methyl)piperidine-2-carboxylic acid ClC=1C=C(C(=NC1O[C@H]1CCC2=C(C=CC=C12)C1=CC2=C(OCCO2)C=C1)OC)CN1[C@@H](CCCC1)C(=O)O